((2R,3S,5R)-5-(6-amino-9H-purin-9-yl)-3-(((cyclohexyloxy)(hydroxy)phosphoryl)oxy)tetrahydrofuran-2-yl)methyl cyclohexyl hydrogen phosphate P(=O)(OC[C@H]1O[C@H](C[C@@H]1OP(=O)(O)OC1CCCCC1)N1C2=NC=NC(=C2N=C1)N)(OC1CCCCC1)O